(1S,2R,3R,5R)-3-(((R)-1,7-diazaspiro[4.5]decan-1-yl)methyl)-5-(4-(methylamino)-7H-pyrrolo[2,3-d]pyrimidin-7-yl)cyclopentane-1,2-diol N1(CCC[C@]12CNCCC2)C[C@@H]2[C@H]([C@H]([C@@H](C2)N2C=CC1=C2N=CN=C1NC)O)O